(4-((6-amino-1-(methylamino)-2,7-naphthyridin-4-yl)ethynyl)phenoxy)-2-methylpropan-2-ol NC=1C=C2C(=CN=C(C2=CN1)NC)C#CC1=CC=C(OCC(C)(O)C)C=C1